(2R,3R,5S,6S)-3,5-dihydroxy-2-(hydroxymethyl)-6-methoxytetrahydro-4H-pyrane-4-one O[C@@H]1[C@H](O[C@@H]([C@@H](C1=O)O)OC)CO